1-(4-(5-(4-fluorophenyl)-4,5-dihydro-1H-pyrazole-1-carbonyl)piperidin-1-yl)ethanone FC1=CC=C(C=C1)C1CC=NN1C(=O)C1CCN(CC1)C(C)=O